C(C1CO1)OCC[Si](OOC(C)C)(OOC(C)C)OOC(C)C 2-glycidyloxyethyl-triisopropoxyoxysilane